N=1C=CN2C1C=NC(=C2)C(C)=O 1-imidazo[1,2-a]pyrazin-6-ylethanone